N1(CCCCC1)C(=O)OC(OC1=C(C=C(C=C1)Br)S(=O)(=O)NC)C(C)(C)C tert-butyl-((4-bromo-2-(N-methylaminosulfonyl) phenoxy) methyl) piperidine-1-carboxylate